3-chloro-1-[(4-fluorophenyl)methyl]-1,2,4-triazole ClC1=NN(C=N1)CC1=CC=C(C=C1)F